FC(C1=C(C=NC=C1)C=1C=NN2C1N=CC(=C2)CN2CCC1(COC1)CC2)(F)F 7-((3-(4-(Trifluoromethyl)pyridin-3-yl)pyrazolo[1,5-a]pyrimidin-6-yl)methyl)-2-oxa-7-azaspiro[3.5]nonane